C(C)(C)(C)C=1C=C(C=CC1N1CCCC1)C=1C=C(C=CC1OCCO)C1=CC=CC=C1 3''-tert-butyl-4'-(2-hydroxy-ethoxy)-4''-pyrrolidin-1-yl-[1,1':3',1'']-terphenyl